(4-methoxyphenyl)-(3-nitrophenyl)methanone COC1=CC=C(C=C1)C(=O)C1=CC(=CC=C1)[N+](=O)[O-]